C(C)(C)(C)OC(=O)C1CN(CC1)CC1=C(C=C(C(=C1)Cl)O)OC 1-(5-chloro-4-hydroxy-2-methoxybenzyl)pyrrolidine-3-carboxylic acid tert-butyl ester